ethyl (1-{2,6-difluoro-4-[6-(3-methoxy-propoxy)-pyridin-2-yl]-phenyl}-piperidin-4-yl)-acetate FC1=C(C(=CC(=C1)C1=NC(=CC=C1)OCCCOC)F)N1CCC(CC1)CC(=O)OCC